ClC1=C(C=CC=C1NC1=NC=CC=2C1=NC=CN2)C=2C(=C(C=CC2)C2=CC(=C(C(=C2)OC)CNCC(C(=O)N)(C)C)F)C 3-(((2''-chloro-3-fluoro-5-methoxy-2'-methyl-3''-(pyrido[3,4-b]pyrazin-5-ylamino)-[1,1':3',1''-terphenyl]-4-yl)methyl)amino)-2,2-dimethylpropanamide